N1C(=S)NC(=O)CC1=O (dl)-2-thiobarbituric acid